CC(CCCCCC)P(O)(O)=O (1-methylheptyl)phosphonic acid